6-(3-(1H-imidazol-5-yl)-1,2,4-oxadiazol-5-yl)-2,2-diethylchroman-4-one N1C=NC=C1C1=NOC(=N1)C=1C=C2C(CC(OC2=CC1)(CC)CC)=O